trans-2,5-bis(methoxymethyl)-1-[(4-methoxyphenyl)methyl]pyrrolidine COC[C@@H]1N([C@H](CC1)COC)CC1=CC=C(C=C1)OC